[Cl-].C[N+](CC1=CC=CC=C1)(CC)C dimethylethyl-benzyl-ammonium chloride